CC(C)(C)C=1C(C(=CC(C1)=CC1=CC=CC=C1)C(C)(C)C)=O 2,6-bis(1,1-dimethylethyl)-4-(phenylmethylene)-2,5-cyclohexadiene-1-one